C1(=CC(=CC=C1)C1=NC=2N(C(N(C(C2N1CC1=CC=CC=C1)=O)CCCO)=O)C)C1=CC=CC=C1 ([1,1'-Biphenyl]-3-yl)-7-benzyl-1-(3-hydroxypropyl)-3-methyl-1H-purine-2,6(3H,7H)-dione